pyridazin-3-yl(4-(2-(trifluoromethyl)phenyl)piperidin-1-yl)methanone N1=NC(=CC=C1)C(=O)N1CCC(CC1)C1=C(C=CC=C1)C(F)(F)F